C(C)(C)C1=C(C=CC(=C1)C)B1OC(C(O1)(C)C)(C)C 2-(2-isopropyl-4-methyl-phenyl)-4,4,5,5-tetramethyl-1,3,2-dioxaborolane